Ethyl (5-bromonaphthalen-1-yl)carbamate BrC1=C2C=CC=C(C2=CC=C1)NC(OCC)=O